3-bromo-N-(5-hydroxy-3,4,6-trimethylpyridin-2-yl)benzo[b]thiophene-2-carboxamide BrC=1C2=C(SC1C(=O)NC1=NC(=C(C(=C1C)C)O)C)C=CC=C2